ClC1=C(C(=C(C=C1OC)OC)Cl)N1C(N(C2=NC(=NC=C2C1)NC)C1CN(CCC1)C(C=CCN(C)C)=O)=O 3-(2,6-dichloro-3,5-dimethoxyphenyl)-1-(1-(4-(dimethylamino)-but-2-enoyl)piperidin-3-yl)-7-(methylamino)-3,4-dihydropyrimido[4,5-d]-pyrimidin-2(1H)-one